OC1CCC(CC1)C(=O)NC1=C(SC=C1)C(=O)NCCC1=C(C=CC=C1)OC 3-(4-hydroxycyclohexane-1-carboxamido)-N-(2-methoxyphenethyl)thiophene-2-carboxamide